C(C)OC(C=C(CCCCCCCC(CCC)O)O)=O 3,11-dihydroxytetradecenoic acid ethyl ester